OCCCNC(OC(C)(C)C)=O Tert-butyl (3-hydroxypropyl)carbamate